C(C)(=O)O[C@@H]1[C@@H](OC([C@H]([C@@H]1OC(C)=O)OC(C)=O)Br)C (2S,3R,4R,5S)-4,5-bis(acetyloxy)-6-bromo-2-methyloxan-3-yl acetate